N-(2-chloro-4-(methylsulfonyl)phenyl)-8-(2-oxa-6-azaspiro[3.4]octan-6-yl)pyrido[3,4-d]pyrimidin-2-amine ClC1=C(C=CC(=C1)S(=O)(=O)C)NC=1N=CC2=C(N1)C(=NC=C2)N2CC1(COC1)CC2